C1(=CC=CC=C1)C(C1=CC=CC=C1)=NC=1N(C(C2=C(N1)SC=C2)=O)CC ((diphenylmethylene)amino)-3-ethylthieno[2,3-d]pyrimidin-4(3H)-one